N[C@H](C(=O)O)CC12CCC(CC1)CC2 (S)-2-amino-3-(bicyclo[2.2.2]oct-1-yl)propionic acid